BrC1=C(C=C2C(=NC(=NC2=C1F)SC)O)[N+](=O)[O-] 7-bromo-8-fluoro-2-(methylthio)-6-nitroquinazolin-4-ol